Cl.N1=C(C=CC=C1)SNCCS (2-pyridylthio)cysteamine hydrochlorid